alpha-thioglycerin C(C(CS)O)O